rac-(3aR,5R,7S,7aR)-1,3,3,5,7-pentamethyl-5-(4-(methylthio)phenyl)octahydrobenzo[c]isoxazole CN1OC([C@H]2[C@H]1[C@H](C[C@](C2)(C2=CC=C(C=C2)SC)C)C)(C)C |r|